C(=O)(OC(C)(C)C)N1CCC(CC1)(N)C1=CC(=CC=C1)F 1-Boc-4-(3-fluorophenyl)-4-piperidinamine